8-fluoro-6-(1-(6-phenyl-1H-imidazo[4,5-b]pyrazin-1-yl)ethyl)quinoline FC=1C=C(C=C2C=CC=NC12)C(C)N1C=NC=2C1=NC(=CN2)C2=CC=CC=C2